O=C1OCCN1C=1C=C(C(=O)N)C=CC1 3-(2-oxooxazolidin-3-yl)benzamide